methyl (E)-4-((benzoyloxy)(4-(1-((2R,4S,5R)-4-hydroxy-5-(hydroxymethyl)-tetrahydrofuran-2-yl)-2,4-dioxo-1,2,3,4-tetrahydropyrimidin-5-yl)but-3-yn-1-yl)amino)-4-oxobut-2-enoate C(C1=CC=CC=C1)(=O)ON(C(/C=C/C(=O)OC)=O)CCC#CC=1C(NC(N(C1)[C@@H]1O[C@@H]([C@H](C1)O)CO)=O)=O